CC1(C(N(C(N1CCN1CCOCC1)=O)CC1=NC(=NO1)C1=CC(=C(C=C1)OC1=C(C=CC=C1)S(=O)(=O)CC1COCC1)C(F)(F)F)=O)C 5,5-dimethyl-1-(2-morpholinoethyl)-3-((3-(4-(2-(((tetrahydrofuran-3-yl)methyl)sulfonyl)phenoxy)-3-(trifluoromethyl)phenyl)-1,2,4-oxadiazol-5-yl)methyl)imidazolidine-2,4-dione